(S)-1,4-bis(t-butoxycarbonyl)piperazine-2-carboxylic acid C(C)(C)(C)OC(=O)N1[C@@H](CN(CC1)C(=O)OC(C)(C)C)C(=O)O